C1(=C(C=CC2=CC=CC=C12)P(C1=CC=CC=C1)C1=CC=CC=C1)C1=CC=CC2=CC=CC=C12 [1,1'-binaphthyl]-2-yl-diphenylphosphine